1-(4-methoxybicyclo[2.2.2]oct-1-yl)ethan-1-ol COC12CCC(CC1)(CC2)C(C)O